benzyl 3-[(2-methylpropane-2-sulfinyl)amino]-3-(prop-2-yn-1-yl)azetidine-1-carboxylate CC(C)(C)S(=O)NC1(CN(C1)C(=O)OCC1=CC=CC=C1)CC#C